COC=1C=C(C(=O)NC2N(CCCC2)C(=O)O)C=CC1 3-methoxybenzamidopiperidine-1-carboxylic acid